FC1(CCN(C1)C(CN)=O)F (S)-4,4-difluoro-1-(aminoacetyl)pyrrolidine